C1(=CC=CC=C1)N1CNC(C2=CC=CC=C12)=O 1-phenylquinazolin-4(3H)-one